(Z)-2-(6-Bromo-1-(4-(4-fluorophenoxy)benzylidene)-2-methyl-1H-inden-3-yl)acetic acid BrC1=CC=C2C(=C(/C(/C2=C1)=C/C1=CC=C(C=C1)OC1=CC=C(C=C1)F)C)CC(=O)O